CC=1C(=C(C(=O)O)C=CC1)O.C(C=1C(O)=CC=CC1)(=O)OC METHYL SALICYLATE (methyl 2-hydroxy benzoate)